bicyclo[2.2.1]hepta-5-ene C12CCC(C=C1)C2